5-(1,2,4-oxadiazolyl)benzoic acid methyl ester COC(C1=CC=CC(=C1)C1=NOC=N1)=O